FC1=CC=C(C=C1)[C@H]1C(C1)NCCC[C@@H](C(=O)N1CCC(CC1)O)NC(C1=CC=C(C=C1)N1N=NC=C1)=O N-[(2S)-5-[[(2S)-2-(4-fluorophenyl)cyclopropyl]amino]-1-(4-hydroxypiperidin-1-yl)-1-oxopentan-2-yl]-4-(1H-1,2,3-triazol-1-yl)benzamide